1-(((5-Chloro-2-((2-methoxy-6-methyl-5,6,7,8-tetrahydro-1,6-naphthyridin-3-yl)amino)pyrimidine-4-yl)amino)methyl)-N-methylcyclopentane-1-carboxamide ClC=1C(=NC(=NC1)NC=1C(=NC=2CCN(CC2C1)C)OC)NCC1(CCCC1)C(=O)NC